4-bromo-2,2-dimethyl-3-oxobutanenitrile BrCC(C(C#N)(C)C)=O